ClC1=CC=C(C[C@H]2CO[C@H](CN2C(=O)OC(C)(C)C)CS(=O)(=O)CC)C=C1 tert-butyl (2R,5S)-5-(4-chlorobenzyl)-2-((ethylsulfonyl)methyl)morpholine-4-carboxylate